4-cyclopropyl-N-(2,4-dimethoxybenzyl)-N-methyl-2-nitrobenzenesulfonamide C1(CC1)C1=CC(=C(C=C1)S(=O)(=O)N(C)CC1=C(C=C(C=C1)OC)OC)[N+](=O)[O-]